(5-oxo-4-phenyl-4,5-dihydro-1H-1,2,4-triazol-1-yl)methanol O=C1N(C=NN1CO)C1=CC=CC=C1